(R)-2-(4-(3,3-dimethyl-6-oxo-2,3,6,7-tetrahydrofurano[2,3-b]pyridin-5-yl)piperidine-1-carboxamido)-3-(7-methyl-1H-indazol-5-yl)propanoic acid CC1(COC=2NC(C(=CC21)C2CCN(CC2)C(=O)N[C@@H](C(=O)O)CC=2C=C1C=NNC1=C(C2)C)=O)C